5-(3-(5-ethyl-1,2,5,6-tetrahydropyridin-3-yl)-2-fluoro-6-hydroxyphenyl)-1,2,5-thiadiazolidin-3-one 1,1-dioxide C(C)C1C=C(CNC1)C=1C(=C(C(=CC1)O)N1CC(NS1(=O)=O)=O)F